[NH4+].O(P([O-])(=O)OP(=O)([O-])[O-])C\C=C(/C)\CCC=C(C)C.[NH4+].[NH4+] geranyl pyrophosphate ammonium salt